(Racemic)-N-((2-(6-(4-hydroxy-6-azaspiro[2.5]octan-6-yl)pyridin-2-yl)-1,6-naphthyridin-7-yl)methyl)-5-(methylsulfonyl)nicotinamide O[C@@H]1C2(CC2)CCN(C1)C1=CC=CC(=N1)C1=NC2=CC(=NC=C2C=C1)CNC(C1=CN=CC(=C1)S(=O)(=O)C)=O |r|